C1(=CC=CC=C1)N1C=CC=2C1=NC=C(C2)C=2O[C@@H]([C@]([C@@](C2)(O)OCC2=CC=CC=C2)(O)OCC2=CC=CC=C2)C(O)OCC2=CC=CC=C2 1-(1-phenyl-1H-pyrrolo[2,3-b]pyridin-5-yl)-3,4,6-tribenzyloxy-D-glucal